CNC1CCN(CC1)S(=O)(=O)C1=CC=C(C=C1)NC1=NC=CC(=N1)NC1=NC(=NC=C1)C1=NC(=CC=C1)C N2-[4-[[4-(methylamino)-1-piperidyl]sulfonyl]phenyl]-N4-[2-(6-methyl-2-pyridyl)pyrimidin-4-yl]pyrimidine-2,4-diamine